C(C1=CC=CC=C1)OC[C@H](C(=O)OCC1=CC=CC=C1)O benzyl (2R)-3-(benzyloxy)-2-hydroxypropionate